ClC=1C=CC2=C(CN(CCO2)C(=O)N[C@H]2[C@H]3CC[C@@H](C2)N3C#N)C1 7-chloro-N-((1R,2R,4S)-7-cyano-7-azabicyclo[2.2.1]heptan-2-yl)-2,3-dihydro-1,4-benzoxazepine-4(5H)-carboxamide